5-(7-fluoro-2-methyl-2H-indazol-5-yl)-2-[3-(hexahydropyrrolo[1,2-a]pyrazin-2(1H)-yl)-1,2,4-triazin-6-yl]phenol FC1=CC(=CC2=CN(N=C12)C)C=1C=CC(=C(C1)O)C1=CN=C(N=N1)N1CC2N(CC1)CCC2